1-(1-(4-(2-Methoxypyrimidin-5-yl)benzyl)-1H-indol-5-yl)-5-methyl-1H-pyrazol-3-carboxamid COC1=NC=C(C=N1)C1=CC=C(CN2C=CC3=CC(=CC=C23)N2N=C(C=C2C)C(=O)N)C=C1